amino-1-(3-chlorophenyl)-7-cyclopropylpyrido[2,3-d]pyrimidin-2(1H)-one NC=1C2=C(N(C(N1)=O)C1=CC(=CC=C1)Cl)N=C(C=C2)C2CC2